COC=1C=C(C=C(C1C=COC)OC)B1OC(C(O1)(C)C)(C)C 2-(3,5-dimethoxy-4-(2-methoxyvinyl)phenyl)-4,4,5,5-tetramethyl-1,3,2-dioxaborolane